N-(4,5-difluoro-2-nitrophenyl)benzamide FC1=CC(=C(C=C1F)NC(C1=CC=CC=C1)=O)[N+](=O)[O-]